NITROBENZAMIDE C1=CC=C(C(=C1)C(=O)N)[N+](=O)[O-]